1-isopropyl-3-(4-methoxy-3-methylphenyl)-1H-pyrazolo[3,4-d]pyrimidin-4-amine C(C)(C)N1N=C(C=2C1=NC=NC2N)C2=CC(=C(C=C2)OC)C